C1(CC1)C1=CC(=NN1C(=O)OC(C)(C)C)NC([C@@H](C)C1=CC(=CC=C1)B1OC(C(O1)(C)C)(C)C)=O tert-butyl (S)-5-cyclopropyl-3-(2-(3-(4,4,5,5-tetramethyl-1,3,2-dioxaborolan-2-yl)phenyl)propanamido)-1H-pyrazole-1-carboxylate